N-(7-chloro-6-(1-(4-hydroxy-3-methyltetrahydrofuran-3-yl)piperidin-4-yl)isoquinolin-3-yl)-2-methyl-2-(pyridin-2-yl)cyclopropane-1-carboxamide ClC1=C(C=C2C=C(N=CC2=C1)NC(=O)C1C(C1)(C1=NC=CC=C1)C)C1CCN(CC1)C1(COCC1O)C